C(C1=CC=CC=C1)OC=1C=C2CCNC(C2=CC1OC)\C=C\C1=C(C=CC(=C1)C1=CN=NC=C1)C 6-(benzyloxy)-7-methoxy-1-{(E)-2-[2-methyl-5-(pyridazin-4-yl)phenyl]ethenyl}-1,2,3,4-tetrahydroisoquinoline